C(C)(C)(C)OC1=C(C(=O)N)C=CC=C1 t-butoxy-benzamide